C(C=C)C=1C=C(C=O)C=C(C1O)CC=C 3,5-diallyl-4-hydroxybenzaldehyde